N-[4-(4-bromobenzenesulfonyl)cyclohexyl]-4-(pentafluoro-λ6-sulfanyl)aniline BrC1=CC=C(C=C1)S(=O)(=O)C1CCC(CC1)NC1=CC=C(C=C1)S(F)(F)(F)(F)F